(S)-7-((3S,5R)-4-propenoyl-3,5-dimethylpiperazin-1-yl)-10-(4-chlorothien-2-yl)-3-(methoxymethyl)-9-(trifluoromethyl)-2,3-dihydro-5H-[1,4]thiazino[2,3,4-ij]quinazolin-5-one C(C=C)(=O)N1[C@H](CN(C[C@H]1C)C1=NC(N2C3=C(C(=C(C=C13)C(F)(F)F)C=1SC=C(C1)Cl)SC[C@@H]2COC)=O)C